C(CCC)C1N(S(C2=C(N(C1)C1=CC=CC=C1)C=C(C(=C2)O)SC)(=O)=O)C 3-butyl-8-hydroxy-2-methyl-7-(methylthio)-5-phenyl-2,3,4,5-tetrahydrobenzo[f][1,2,5]thiadiazepine 1,1-dioxide